FC(CCCCC(=O)NCCCC(C)O)(CCC)F 2-(4,4-Difluoroheptyl)-N-(4-hydroxypentyl)acetamide